Tert-butyl (3-(4-(2-(2-aminopyridin-3-yl)-5-phenyl-3H-imidazo[4,5-b]pyridin-3-yl)benzyl)-3-azabicyclo[3.2.1]octan-8-yl)carbamate NC1=NC=CC=C1C1=NC=2C(=NC(=CC2)C2=CC=CC=C2)N1C1=CC=C(CN2CC3CCC(C2)C3NC(OC(C)(C)C)=O)C=C1